C(C)(C)(C)[C@@H]1N(CCN(C1C)C=1C2=C(N=CN1)N(C=C2C2CCC2)C2=NC=CC(=C2)C#N)C(=O)O.[N+](=O)([O-])N[C@@H](CC2=CC=CC=C2)C(=O)O N-nitrophenylalanine tert-butyl-(S)-4-(7-(4-cyanopyridin-2-yl)-5-cyclobutyl-7H-pyrrolo[2,3-d]pyrimidin-4-yl)-3-methylpiperazine-1-carboxylate